CC1=C(C=CC2=C1OC(=O)C(=C2[O-])NC(=O)C3=CC(=C(C=C3)O)CC=C(C)C)O[C@H]4[C@@H]([C@@H]([C@H](C(O4)(C)C)O)O)O The molecule is an organic anion obtained by selective deprotonation of the 4-hydroxy group on the chromene ring of desmethyldescarbamoylnovobiocin. It is a conjugate base of a desmethyldescarbamoylnovobiocin.